(S)-tert-butyl (1-cyclopropyl-2-hydroxyethyl)carbamate C1(CC1)[C@@H](CO)NC(OC(C)(C)C)=O